(6-(3-cyclopropyl-1H-1,2,4-triazol-1-yl)-2-azaspiro[3.3]heptan-2-yl)(3-iodoazetidin-1-yl)methanone C1(CC1)C1=NN(C=N1)C1CC2(CN(C2)C(=O)N2CC(C2)I)C1